IC1=NN(C2=C1N=CN(C2=O)C)COCC[Si](C)(C)C 3-iodo-6-methyl-1-[[2-(trimethylsilyl)ethoxy]methyl]-1H,6H,7H-pyrazolo[4,3-d]pyrimidin-7-one